6-(4-(perfluoropropyl)phenoxy)nicotinamide FC(C(C(F)(F)F)(F)F)(C1=CC=C(OC2=NC=C(C(=O)N)C=C2)C=C1)F